1-((2R,3R,4R,5R)-3-((tert-butyldimethylsilyl)oxy)-5-(((tert-butyldimethylsilyl)oxy)methyl)-4-((methylthio)methoxy)tetrahydrofuran-2-yl)pyrimidine-2,4(1H,3H)-dione [Si](C)(C)(C(C)(C)C)O[C@H]1[C@@H](O[C@@H]([C@H]1OCSC)CO[Si](C)(C)C(C)(C)C)N1C(NC(C=C1)=O)=O